C(CC(C)C)=O isovaleraldehyde